CC1=C2C=CC(=CC2=CC2=CC=CC=C12)C(=O)NCC(=O)O (10-methylanthracene-2-carbonyl)glycine